C(C)(C)(C)OC(N(CC=1OC=CC1)C=1C2=C(N=C(N1)Cl)C(=C(S2)[C@@H]2[C@@H](CCCC2)[N+](=O)[O-])Br)=O (7-bromo-2-chloro-6-((1S,2R)-2-nitrocyclohexyl)thieno[3,2-d]pyrimidin-4-yl)(furan-2-ylmethyl)carbamic acid tert-butyl ester